O=C(C(=O)NC(C(=O)O)C)C1C(NC2=CC=CC=C12)=O 2-(2-oxo-2-(2-oxoindolin-3-yl)acetamido)propanoic acid